β-acryloyloxyethyl hydrogen succinate C(CCC(=O)O)(=O)OCCOC(C=C)=O